ClC=1C(=C(C=CC1)NC1=NC=NC2=CC(=C(C=C12)N)C#CC1(CN(CC1)C1COC1)C)F N4-(3-chloro-2-fluorophenyl)-7-((3-methyl-1-(oxetan-3-yl)pyrrolidin-3-yl)ethynyl)quinazoline-4,6-diamine